1-ethynyl-cyclopentane C(#C)C1CCCC1